FC1(CN(CCC1)C1=NC=C(C=C1C(=O)NC1=CC(=CC=C1)S(=O)(=O)C)C(F)(F)F)F 2-(3,3-difluoro-1-piperidyl)-N-(3-methylsulfonylphenyl)-5-(trifluoromethyl)-pyridine-3-carboxamide